1-(2-chloro-3,4,5-trimethoxyphenyl)-1H-pyrazole ClC1=C(C=C(C(=C1OC)OC)OC)N1N=CC=C1